ClC1=CC=C(C[C@@H]2CC[C@]([C@@]2(O)CN2N=CN=C2)(C)CCl)C=C1 (1R,2S,5S)-5-(4-chlorobenzyl)-2-chloromethyl-2-Methyl-1-(1H-1,2,4-triazole-1-ylmethyl)cyclopentanol